4-(4-(2,5-Diazabicyclo[2.2.2]octan-2-yl)-8-fluoro-2-(((S)-1-methylpyrrolidin-2-yl)methoxy)pyrido[4,3-d]pyrimidin-7-yl)-5,6-difluoronaphthalen-2-ol C12N(CC(NC1)CC2)C=2C1=C(N=C(N2)OC[C@H]2N(CCC2)C)C(=C(N=C1)C1=CC(=CC2=CC=C(C(=C12)F)F)O)F